COC1=CC=C(C=C1)CN(C1=NC(=NC=2N1N=CC2C2=CN=NC=C2)N2CCOCC2)CC2=NC1=C(N2COCC[Si](C)(C)C)C(=CC=C1)OC N-[(4-methoxyphenyl)methyl]-N-[(7-methoxy-1-{[2-(trimethylsilyl)ethoxy]methyl}-1H-benzimidazol-2-yl)methyl]-2-(morpholin-4-yl)-8-(pyridazin-4-yl)pyrazolo[1,5-a][1,3,5]triazin-4-amine